(S)-4-(4-(2,4-dioxotetrahydropyrimidin-1(2H)-yl)benzyl)-N-(4-(((5-((1-hydroxybutan-2-yl)amino)-3-isopropylpyrazolo[1,5-a]pyrimidin-7-yl)amino)methyl)phenyl)piperazine-1-carboxamide O=C1N(CCC(N1)=O)C1=CC=C(CN2CCN(CC2)C(=O)NC2=CC=C(C=C2)CNC2=CC(=NC=3N2N=CC3C(C)C)N[C@H](CO)CC)C=C1